COC=1C=C(CC2C(NC(NC2=O)=O)=O)C=CC1OC 5-(3,4-dimethoxybenzyl)pyrimidine-2,4,6(1H,3H,5H)-trione